3-(4-ethynylphenyl)tetrahydrofuran C(#C)C1=CC=C(C=C1)C1COCC1